benzyl 8-(5-methoxy-2-(pyridin-4-yl) pyrido[3,4-d]pyrimidin-4-yl)-3-(methoxymethyl)-2,8-diazaspiro[4.5]decane-2-carboxylate COC1=CN=CC=2N=C(N=C(C21)N2CCC1(CC(N(C1)C(=O)OCC1=CC=CC=C1)COC)CC2)C2=CC=NC=C2